4-{3-{3-(4-ethoxyphenyl)-5-methyl-4-oxo-4,5-dihydro-3H-pyrrolo[2,3-c]quinolin-1-yl}ureido}benzoic acid C(C)OC1=CC=C(C=C1)N1C=C(C2=C1C(N(C=1C=CC=CC21)C)=O)NC(NC2=CC=C(C(=O)O)C=C2)=O